O1N=CNC1=O 4,5-dihydro-1,2,4-oxadiazol-5-one